3,4,6-tri-O-benzoyl-1-deutero-glucose C(C1=CC=CC=C1)(=O)O[C@H]([C@H](C(=O)[2H])O)[C@H](OC(C1=CC=CC=C1)=O)[C@H](O)COC(C1=CC=CC=C1)=O